N-((2S,3R,E)-1,3-dihydroxyoctadec-4-en-2-yl)palmitamide OC[C@@H]([C@@H](\C=C\CCCCCCCCCCCCC)O)NC(CCCCCCCCCCCCCCC)=O